N-(3-hydroxy-2,6-dimethyl-phenyl)-2-[[1-[(3R)-pyrrolidin-3-yl]pyrazol-3-yl]amino]thiazole-5-carboxamide hydrochloride Cl.OC=1C(=C(C(=CC1)C)NC(=O)C1=CN=C(S1)NC1=NN(C=C1)[C@H]1CNCC1)C